COC1=CC=C(C=2N(CC=CCC21)C(=O)OC)[N+](=O)[O-] methyl 6-methoxy-9-nitro-2,5-dihydro-1H-benzo[b]azepine-1-carboxylate